amino-3-phenylimidazo[1,2-a]pyridin-7-ol NC=1N=C2N(C=CC(=C2)O)C1C1=CC=CC=C1